tert-butyl N-(2-{[(tert-butoxycarbonyl)amino]methyl}-3-{4-[(1S)-1-{[5-(2,4-difluorophenoxy)pyrazin-2-yl]carbamoyl}ethyl]-2,2-dimethylpiperazin-1-yl}-3-oxopropyl)carbamate C(C)(C)(C)OC(=O)NCC(CNC(OC(C)(C)C)=O)C(=O)N1C(CN(CC1)[C@@H](C)C(NC1=NC=C(N=C1)OC1=C(C=C(C=C1)F)F)=O)(C)C